BrC1=C(C=C(C=C1)NC(C1=CC(=C(C=C1)F)F)=O)F N-(4-bromo-3-fluoro-phenyl)-3,4-difluoro-benzamide